N-(2-methylnaphthalene-1-yl)acetamide CC1=C(C2=CC=CC=C2C=C1)NC(C)=O